FC=1C=CC=C2C3=NC=CC(C[C@]4(C[C@H](CC4)NS(=O)(=O)C)C=4OC=C(COC12)N4)=C3 N-[(1'S,14R)-6-fluorospiro[8,12-dioxa-19,21-diazatetracyclo[14.3.1.110,13.02,7]henicosa-1(19),2,4,6,10,13(21),16(20),17-octaene-14,3'-cyclopentane]-1'-yl]methanesulfonamide